N-[1-[5-Chloro-2-[4-[[dimethyl(oxo)-λ6-sulfanylidene]amino]anilino]-pyrimidin-4-yl]indazol-5-yl]prop-2-enamide ClC=1C(=NC(=NC1)NC1=CC=C(C=C1)N=S(=O)(C)C)N1N=CC2=CC(=CC=C12)NC(C=C)=O